1,1'-(oxybis(pentane-5,1-diyl))bis(cyclopropane-1-carboxylic acid) O(CCCCCC1(CC1)C(=O)O)CCCCCC1(CC1)C(=O)O